2-Aminoxy-N-[3-(trimethoxysilyl)propyl]acetamide O(N)CC(=O)NCCC[Si](OC)(OC)OC